C(C)(C)(CC)C1=C(C=CC=C1)[O-] tert-amyl-phenolate